(((R)-1-(isopropoxy)-1-oxopropan-2-yl)amino)-(perfluorophenoxy)phosphoryl-L-alanine isopropyl ester C(C)(C)OC([C@@](N=P(=O)OC1=C(C(=C(C(=C1F)F)F)F)F)(C)N[C@@H](C(=O)OC(C)C)C)=O